S1N=C(C2=C1C=CC=C2)N2CCN(CC2)C=2C=C1C(=CN(C1=CC2)S(=O)(=O)C2=CC=C(C)C=C2)C=O 5-(4-(benzo[d]isothiazol-3-yl)piperazin-1-yl)-1-tosyl-1H-indole-3-carbaldehyde